N1=C(C=CC=C1)C[C@H](CNC1=CC=C(C=C1)C(F)(F)F)CCC#C (R)-N-[2-(pyridin-2-ylmethyl)hex-5-yn-1-yl]-4-(trifluoromethyl)aniline